2-Methyl-N-(3-(2-oxopropyl)-1,2,4-thiadiazol-5-yl)-5-phenylfuran-3-carboxamide CC=1OC(=CC1C(=O)NC1=NC(=NS1)CC(C)=O)C1=CC=CC=C1